3-((1R,5S)-3-oxa-8-azabicyclo[3.2.1]octan-8-yl)benzene-1,2-diamine [C@H]12COC[C@H](CC1)N2C2=C(C(=CC=C2)N)N